ClC1=CC=C(OC(C)C=2OC(=NN2)S(=O)(=O)C)C=C1 2-(1-(4-chlorophenoxy)ethyl)-5-(methylsulfonyl)-1,3,4-oxadiazole